dichloroiodosobenzene ClC=1C(=C(C=CC1)I=O)Cl